C(C)(=O)C=1C(C(=C(NC1C)C)C(=O)OCC=1C=CC(=NC1)C1=CC=NC=C1)C1=CSC2=NC=CC=C21 [2,4'-Bipyridin]-5-ylmethyl 5-acetyl-2,6-dimethyl-4-(thieno[2,3-b]pyridin-3-yl)-1,4-dihydropyridin-3-carboxylat